(2R)-1,1-Difluoro-2-[5-(1,3,4-trimethyl-1H-pyrazol-5-yl)-1,2,4-oxadiazol-3-yl]-6-azaspiro[2.5]octan-6-sulfonamid FC1([C@H](C12CCN(CC2)S(=O)(=O)N)C2=NOC(=N2)C2=C(C(=NN2C)C)C)F